CNC1=NC(C(=C2N1C=CC(=C2)C(F)(F)F)C2=C(C=CC=C2)C)=O 1-(methylamino)-4-(o-tolyl)-6-(trifluoroMethyl)pyrido[1,2-c]pyrimidin-3-one